BrC(C(=O)NC1=NC=C(C=C1)OCC1CC1)C 2-bromo-N-(5-(cyclopropylmethoxy)pyridin-2-yl)propanamide